BrC1=C(OC[Si](C(C)(C)C)(C(C)(C)C)COC2=C(C=C(C=C2)F)Br)C=CC(=C1)F bis((2-bromo-4-fluorophenoxy)methyl)di-tert-butylsilane